N-(4-Bromo-3-methylphenyl)-4-methylpiperazine-1-carboxamide BrC1=C(C=C(C=C1)NC(=O)N1CCN(CC1)C)C